N-[2,4-difluoro-3-[(6S)-1-(1H-imidazol-2-yl)-5H,6H,7H,8H-imidazo[1,5-a]pyridin-6-yl]phenyl]-5-fluoro-2-methyl-pyridine-3-sulfonamide FC1=C(C=CC(=C1[C@@H]1CCC=2N(C1)C=NC2C=2NC=CN2)F)NS(=O)(=O)C=2C(=NC=C(C2)F)C